N-(3,5-dichloro-4-((4-methylquinolin-6-yl)oxy)phenyl)-5-oxo-4,5-dihydro-1,2,4-oxadiazole-3-carboxamide ClC=1C=C(C=C(C1OC=1C=C2C(=CC=NC2=CC1)C)Cl)NC(=O)C1=NOC(N1)=O